C(N)(OCC=1OC=CC1)=O carbamic acid, 2-furanylmethyl ester